N[C@]1(CO[C@H]2[C@@H]([C@@H]12)C(=O)O)C(=O)O (1R,4R,5S,6R)-4-Amino-2-oxabicyclo[3.1.0]hexane-4,6-dicarboxylic acid